Tert-butyl N-[3-(tert-butoxycarbonylamino)propyl]-N-[[4-[[4-[4-[5-cyclopropyl-4-(trifluoromethyl)-2-pyridyl]piperazin-1-yl]sulfonylphenyl]carbamoyl]phenyl]methyl]carbamate C(C)(C)(C)OC(=O)NCCCN(C(OC(C)(C)C)=O)CC1=CC=C(C=C1)C(NC1=CC=C(C=C1)S(=O)(=O)N1CCN(CC1)C1=NC=C(C(=C1)C(F)(F)F)C1CC1)=O